(2-[5-(4-fluorophenyl)-5-oxo-pentyl])Isoindoline-1,3-dione FC1=CC=C(C=C1)C(CCCCN1C(C2=CC=CC=C2C1=O)=O)=O